ClC1=CC=C(N=N1)C(C)C=1SC(=NN1)C1=NC(=CN=C1)N1CCCC1 2-(1-(6-chloropyridazin-3-yl)ethyl)-5-(6-(pyrrolidin-1-yl)pyrazin-2-yl)-1,3,4-thiadiazole